CN1C(N(CC2=C1C=C(N=C2)NC2=NC=C(C=C2)N2CCN(CC2)C)C2CCNC1=CC=CC=C21)=O 1-methyl-7-[[5-(4-methylpiperazin-1-yl)-2-pyridyl]amino]-3-(1,2,3,4-tetrahydroquinolin-4-yl)-4H-pyrido[4,3-d]pyrimidin-2-one